BrC1=CC(=C(OCC(=O)O)C=C1F)C1=NOC=C1 [4-bromo-5-fluoro-2-(3-isoxazolyl)phenoxy]acetic acid